C1(=CC=CC=C1)C=1N=CC(=NC1C1=CC=CC=C1)N1CCC(CC1)CN (1-(5,6-diphenylpyrazin-2-yl)piperidin-4-yl)methylamine